cyanatomethyl-cyclohexane O(C#N)CC1CCCCC1